(3S,6S)-naphthalen-1-ylmethyl 3-(2-amino-2-oxoethyl)-6-(cyclohexylmethyl)-8-isopentyl-4,7-dioxohexahydropyrazino[2,1-c][1,2,4]oxadiazine-1(6H)-carboxylate NC(C[C@H]1C(N2C(N(O1)C(=O)OCC1=CC=CC3=CC=CC=C13)CN(C([C@@H]2CC2CCCCC2)=O)CCC(C)C)=O)=O